methyl 3-benzylthio-5-chloro-4-formylbenzoate C(C1=CC=CC=C1)SC=1C=C(C(=O)OC)C=C(C1C=O)Cl